5-fluoro-8-hydroxy-5,6,7,8-tetrahydroquinoline-5-carboxamide FC1(C=2C=CC=NC2C(CC1)O)C(=O)N